CN1CCC(CC1)C1=CC=2C(=NC=C(C2)C=2C=C(SC2)C(=O)NCC(F)(F)F)N1 4-(2-(1-methylpiperidin-4-yl)-1H-pyrrolo[2,3-b]pyridin-5-yl)-N-(2,2,2-trifluoro-ethyl)thiophene-2-carboxamide